ClC(CC1=C(C=CC=C1)OC(C1=CC=CC=C1)=O)=O.[I-].C(C1=CC=CC=C1)(=O)OC1=C(C=CC=C1)CC(=O)OC(CC)[N+]1(CCC=C(C1)C1=NSN=C1OCCCCCC)C 1-(1-(2-(2-(benzoyloxy)phenyl)acetoxy)propyl)-5-(4-(hexyloxy)-1,2,5-thiadiazol-3-yl)-1-methyl-1,2,3,6-tetrahydropyridin-1-ium iodide 2-(2-Chloro-2-oxoethyl)phenyl-benzoate